ClC1=CC(=C2C(=N1)C1(OCC2)COCC1)OC(C)C 2'-Chloro-4'-isopropoxy-4,5,5',6'-tetrahydro-2H-spiro[furan-3,8'-pyrano[3,4-b]pyridine]